ortho-dimethyl-benzene CC1=C(C=CC=C1)C